N-(7-chloro-6-(cis-3-cyanocyclobutyl)isoquinolin-3-yl)-2-ethyl-3-(1-methyl-1H-pyrazol-4-yl)cyclopropane-1-carboxamide ClC1=C(C=C2C=C(N=CC2=C1)NC(=O)C1C(C1C=1C=NN(C1)C)CC)[C@@H]1C[C@@H](C1)C#N